[C@]12(OCC[C@@H](OC1)C2)C=2N=C1N(C=C(C(=N1)OC(C)C)C(=O)O)C2 ((1r,5r)-2,6-dioxabicyclo[3.2.1]oct-1-yl)-7-isopropoxylimidazo[1,2-a]pyrimidine-6-carboxylic acid